OC(C1=C(C=C(C#N)C=C1)OCC1=CC=C(C=C1)OC)C1=CC=NC=C1 4-(hydroxy(pyridin-4-yl)methyl)-3-((4-methoxybenzyl)oxy)benzonitrile